O=C1N(C(C2=CC=CC=C12)=O)[C@@]1([C@@H](C1)C=1C=NC=C(C1)Cl)C(=O)O.O1N=CC=C1C=1C=C(C=CC1)S(=O)(=O)N1CCN(CC1)CCC (2S)-1-{4-[3-(1,2-oxazol-5-yl)benzenesulfonyl]piperazin-1-yl}propan (1,3-dioxoisoindolin-2-yl)(1S,2S)-2-(5-chloro-3-pyridyl)cyclopropanecarboxylate